C(=O)C1=CC=C(CC2(COC2)NC(OC(C)(C)C)=O)C=C1 tert-butyl (3-(4-formylbenzyl)oxetan-3-yl)carbamate